7-methylquinolin CC1=CC=C2C=CC=NC2=C1